octadecyl-4-hydroxy-3,5-dimethylbenzyl-mercaptoacetate C(CCCCCCCCCCCCCCCCC)OC(C(S)CC1=CC(=C(C(=C1)C)O)C)=O